5-chloro-N-((1r,4r)-4-((3-(2-cyanobenzyl)-2-oxo-2,3-dihydro-1H-benzo[d]imidazol-1-yl)methyl)cyclohexyl)-2-methylnicotinamide ClC=1C=NC(=C(C(=O)NC2CCC(CC2)CN2C(N(C3=C2C=CC=C3)CC3=C(C=CC=C3)C#N)=O)C1)C